OCN(C(C1=CC=CC=C1)=O)C N-(hydroxymethyl)-N-methylbenzamide